4,4-DIETHOXY-2-BUTYN-1-AL C(C)OC(C#CC=O)OCC